ClC=1C=C(C(=C(C1)NC(=O)C1=CN=CN1)I)C1CC1 N-(5-chloro-3-cyclopropyl-2-iodophenyl)-1H-imidazole-5-carboxamide